(S)-4-((1-(benzyloxyoxy)prop-2-yl)oxy)-3-nitro-2-(prop-1-en-2-yl)pyridine C(C1=CC=CC=C1)OOC[C@H](C)OC1=C(C(=NC=C1)C(=C)C)[N+](=O)[O-]